6,6a,7,8,9,10-hexahydro-5H-pyrazino[1,2-a][1,8]naphthyridine N1=CC=CC=2CCC3N(C12)CCNC3